FC(OC1=CC=C(C=C1)N1CC[C@H]2CNCC[C@H]21)(F)F (3aS,7aR)-1-(4-(trifluoromethoxy)phenyl)octahydro-1H-pyrrolo[3,2-c]pyridine